(1-(3-methoxyphenyl)-2-(4,4,5,5-tetramethyl-1,3,2-dioxaborolan-2-yl)allyl)diphenylphosphine oxide COC=1C=C(C=CC1)C(C(=C)B1OC(C(O1)(C)C)(C)C)P(C1=CC=CC=C1)(C1=CC=CC=C1)=O